2-methylene-1,3-dioxaheptane C=C(O)OCCCC